6-(6-cyclopropylimidazo[1,2-b]pyridazin-3-yl)-N-((3R,4S)-4-(trifluoromethyl)pyrrolidin-3-yl)pyridin-2-amine C1(CC1)C=1C=CC=2N(N1)C(=CN2)C2=CC=CC(=N2)N[C@H]2CNC[C@@H]2C(F)(F)F